1-(3-(2-(Chloromethyl)-4-oxoquinazolin-3(4H)-yl)-4-isopropoxyphenyl)-2-morpholinoethane-1,2-dione hydrochloride Cl.ClCC1=NC2=CC=CC=C2C(N1C=1C=C(C=CC1OC(C)C)C(C(=O)N1CCOCC1)=O)=O